O1COC2=C1C=CC(=C2)C2(CC2)C(=O)NC=2SC(=CN2)C(N2CC(CC2)O)C2=C(C=CC=C2)Cl 1-(benzo[d][1,3]dioxol-5-yl)-N-(5-((2-chlorophenyl)(3-hydroxypyrrolidin-1-yl)methyl)thiazol-2-yl)cyclopropanecarboxamide